N-(4-(2-(benzylamino)-2-oxoethyl)phenyl)-2-chloroisonicotinamide C(C1=CC=CC=C1)NC(CC1=CC=C(C=C1)NC(C1=CC(=NC=C1)Cl)=O)=O